bis(4-bromo-3-methylphenyl)diphenylsilicon BrC1=C(C=C(C=C1)[Si](C1=CC=CC=C1)(C1=CC=CC=C1)C1=CC(=C(C=C1)Br)C)C